CC1=CC=C(CC2(C(C=CC(=C2)N2CCOCC2)CC(CC)=O)N(C)C)C=C1 2-(4-methylbenzyl)-2-dimethylamino-4-morpholinophenylbutanone